FC1=C(C=CC(=C1)F)[C@@](CN1N=CN=C1)([C@@H](C)SSCC=1N=CC2=CC=CC=C2C1)O (2R,3R)-2-(2,4-difluorophenyl)-3-((isoquinolin-3-ylmethyl)disulfanyl)-1-(1H-1,2,4-triazol-1-yl)butan-2-ol